2-(p-toluidinyl)-2-oxoacetic acid N(C1=CC=C(C=C1)C)C(C(=O)O)=O